ClC1=C(C=C2C(=NC(NC2=C1SCC(CO)C1=CC=C(C=C1)F)=O)N1C[C@@H](N([C@@H](C1)C)C(=O)OC(C)(C)C)C)C(F)(F)F tert-butyl (2S,6R)-4-(7-chloro-8-((2-(4-fluorophenyl)-3-hydroxypropyl)thio)-2-oxo-6-(trifluoromethyl)-1,2-dihydroquinazolin-4-yl)-2,6-dimethylpiperazine-1-carboxylate